CN(C(=O)C1=CC=C(C=C1)C=1C=C2C(=NNC2=CC1)C(=O)NCC1=CC=C(C=C1)C(NC)=O)C 5-(4-(dimethylcarbamoyl)phenyl)-N-(4-(methylcarbamoyl)benzyl)-1H-indazole-3-carboxamide